tert-butyl((5-(8-methoxy-2-oxo-2H-[1,3]oxazino[5,4-c][1,8]naphthyridin-1(4H)-yl) hexahydrocyclopenta[c]pyrrol-2(1H)-yl) sulfonyl) carbamate C(N)(OS(=O)(=O)N1C(C2C(C1)CC(C2)N2C(OCC=1C=NC=3N=C(C=CC3C12)OC)=O)C(C)(C)C)=O